BrC1=CC=CC=2C=3N(C(=NC12)N[C@H]1C(NCCN(C1)C(=O)OCC1=CC=CC=C1)=O)N=C(N3)C=3C=NN(C3)C(F)F benzyl (6R)-6-({7-bromo-2-[1-(difluoromethyl)-1H-pyrazol-4-yl][1,2,4]triazolo[1,5-c]quinazolin-5-yl} amino)-5-oxo-1,4-diazepane-1-carboxylate